C(CC(=O)[O-])(=O)OCCCCCC1=CC(=C(C(=C1)C(C)(C)C)O)C(C)(C)C {[3,5-bis-(1,1-dimethylethyl)-4-hydroxyphenyl]methyl}butyl malonate